C(C1CC=2OCOC2C=C1)O dihydropiperonyl alcohol